NC1=C(N=C(S1)C1=C(C=CC=C1F)F)C(=O)NC=1C(=C2C(=NC1)OCC2)N2C[C@H]([C@@H]([C@H](C2)C)O)N 5-amino-N-{4-[(3R,4R,5S)-3-amino-4-hydroxy-5-methylpiperidin-1-yl]-2,3-dihydrofuro[2,3-b]pyridin-5-yl}-2-(2,6-difluorophenyl)-1,3-thiazole-4-carboxamide